CS(=O)(=O)NC1=CC=C(C(=O)O)C=C1 4-[(METHYLSULFONYL)AMINO]BENZOIC ACID